4-(2-isobutoxyphenyl)pyrimidin-2-amine C(C(C)C)OC1=C(C=CC=C1)C1=NC(=NC=C1)N